(1,4,6,7-tetrahydropyrano[4,3-c]pyrazol-3-yl)(4-(2-(trifluoromethyl)phenyl)piperidin-1-yl)methanone N1N=C(C2=C1CCOC2)C(=O)N2CCC(CC2)C2=C(C=CC=C2)C(F)(F)F